(R)-2'-Butoxy-6,6'-bis(diphenylphosphaneyl)-[1,1'-biphenyl]-2-yl acrylate C(C=C)(=O)OC1=C(C(=CC=C1)P(C1=CC=CC=C1)C1=CC=CC=C1)C1=C(C=CC=C1P(C1=CC=CC=C1)C1=CC=CC=C1)OCCCC